[1,1'-bis(2-indenyl)methyl]zirconium dichloride [Cl-].[Cl-].C1C(=CC2=CC=CC=C12)C(C=1CC2=CC=CC=C2C1)[Zr+2]